4-(6-(1-Cyano-2-methylpropan-2-yl)-5-(thiophen-2-ylmethyl)-1,5-dihydropyrrolo[2,3-f]indazol-7-yl)benzoic acid C(#N)CC(C)(C)C1=C(C2=C(C=C3C=NNC3=C2)N1CC=1SC=CC1)C1=CC=C(C(=O)O)C=C1